C(C1=CC=CC=C1)OC1=CC=C(C=C1)C=1C[C@@H]2N(C(C3=C(NC2=O)C=C(C(=C3)OC)OCCCCCBr)=O)C1 (S)-2-(4-(benzyloxy)phenyl)-8-((5-bromopentyl)oxy)-7-methoxy-1,11a-dihydro-5H-benzo[e]pyrrolo[1,2-a][1,4]diazepine-5,11(10H)-dione